3,5-dichloro-4-trifluoromethyl-5-cyanopiperidine ClC1CNCC(C1C(F)(F)F)(C#N)Cl